FC1=C(C=C(C=C1C)N1N=C2C(CN(CC2)C(=O)OC(C)(C)C)=C1N1C(N(C=C1)C=1C=C2C=NN(C2=CC1)CCOC)=O)C tert-Butyl 2-(4-fluoro-3,5-dimethylphenyl)-3-[3-[1-(2-methoxyethyl)indazol-5-yl]-2-oxoimidazol-1-yl]-6,7-dihydro-4H-pyrazolo[4,3-c]pyridine-5-carboxylate